3-aminofurazan-4-carboxylic acid NC1=NON=C1C(=O)O